FC=1C=CC=C2C=CN(C12)CC1CCOCC1 7-fluoro-1-(tetrahydro-pyran-4-ylmethyl)-1H-indol